O=C1NC(CCC1N1C(C2=CC=CC(=C2C1=O)NCCCOC1=CC=C(C=C1)C(C)(C)C1=CC=C(OCC2=NC(=NO2)C(=O)N(C)C)C=C1)=O)=O 5-((4-(2-(4-(3-((2-(2,6-dioxopiperidin-3-yl)-1,3-dioxoisoindolin-4-yl)amino)propoxy)phenyl)propane-2-yl)phenoxy)methyl)-N,N-dimethyl-1,2,4-oxadiazole-3-carboxamide